CN1CCCNC(OCC2=CC=CC(C3=NN(C4=CC=C1C=C34)C3OCCCC3)=C2)=O 14-methyl-19-(oxan-2-yl)-8-oxa-10,14,19,20-tetraazatetracyclo[13.5.2.12,6.018,21]tricosa-1(20),2(23),3,5,15,17,21-heptaen-9-one